tributyl-(2-3,4-ethylenedioxythiophene) tin [Sn].C(CCC)C1C(OC2=CSC=C2O1)(CCCC)CCCC